C(CCCCCCCCCCCCCCC)OC=1C=C(CN=[N+]=[N-])C=C(C1OCCCCCCCCCCCCCCCC)OCCCCCCCCCCCCCCCC 3,4,5-tris(hexadecyloxy)benzyl azide